methyl (3R)-1-[2-[[6-[5-(6-methyl-2-pyridyl)-1H-imidazol-4-yl]-3-quinolyl]amino]ethyl]pyrrolidine-3-carboxylate CC1=CC=CC(=N1)C1=C(N=CN1)C=1C=C2C=C(C=NC2=CC1)NCCN1C[C@@H](CC1)C(=O)OC